methyl 6-[6-azaspiro[2.5]octan-6-yl]-5-fluoropyridine-3-carboxylate C1CC12CCN(CC2)C2=C(C=C(C=N2)C(=O)OC)F